4-[5-[(3,4-difluorophenyl)methylcarbamoyl]-2-thienyl]-6-[2-(4-fluorophenyl)ethyl]-2-(isopropylamino)-5-(5-methyl-1,3,4-oxadiazol-2-yl)pyridine-3-carboxamide FC=1C=C(C=CC1F)CNC(=O)C1=CC=C(S1)C1=C(C(=NC(=C1C=1OC(=NN1)C)CCC1=CC=C(C=C1)F)NC(C)C)C(=O)N